5-isobutyl-4'-((2-methyl-1H-imidazol-1-yl)methyl)-[1,1'-biphenyl] C(C(C)C)C=1C=CC=C(C1)C1=CC=C(C=C1)CN1C(=NC=C1)C